(L-arginyl-glycyl-L-aspartyl-D-phenylalanyl-L-lysyl)-phosphate sodium salt [Na+].N[C@@H](CCCNC(N)=N)C(=O)NCC(=O)N[C@@H](CC(=O)O)C(=O)N[C@H](CC1=CC=CC=C1)C(=O)N[C@@H](CCCCN)C(=O)OP(=O)([O-])[O-].[Na+]